ClC=1C=C(C=C(C1)Cl)C=1OC2=C(N1)C=CC(=C2)C(=O)OCC2OC(C(C(C2O[Si](C)(C)C)O[Si](C)(C)C)O[Si](C)(C)C)O[Si](C)(C)C (3,4,5,6-Tetrakis(trimethylsilyloxy)tetrahydro-2H-pyran-2-yl)methyl 2-(3,5-dichlorophenyl)benzo[d]oxazole-6-carboxylate